ClC=1C=CC2=C(SC=C2I)C1 6-chloro-3-iodobenzo[b]thiophene